(E)-3-(2,5-dimethoxyphenyl)-N'-((E)-3-(2,5-dimethoxyphenyl)acryloyl)acrylohydrazide methyl-4-(5-(3,5-dimethylisoxazol-4-yl)-1H-pyrrolo[2,3-b]pyridin-3-yl)-2,2-dimethylbut-3-ynoate COC(C(C#CC1=CNC2=NC=C(C=C21)C=2C(=NOC2C)C)(C)C)=O.COC2=C(C=C(C=C2)OC)/C=C/C(=O)NNC(\C=C\C2=C(C=CC(=C2)OC)OC)=O